2-(p-toluenesulfonyloxy)spiro[3.3]Heptane-6-carboxylic acid methyl ester COC(=O)C1CC2(CC(C2)OS(=O)(=O)C2=CC=C(C)C=C2)C1